C(#N)C=1C(=CC=2OC[C@H]3N(C2N1)CCOC3)/N=C/N(C)C (S,E)-N'-(2-cyano-6a,7,9,10-tetrahydro-6H-[1,4]oxazino[4,3-d]pyrido[3,2-b][1,4]oxazin-3-yl)-N,N-dimethylformimidamide